N[C@@H](C(=O)NCCNC(=O)C1=C(C(=C(S1)NC(C(CC)C1=CC=C(C=C1)F)=O)C(=O)OC)C)C(C)C methyl 5-((2-((R)-2-amino-3-methylbutanamido)ethyl)carbamoyl)-2-(2-(4-fluorophenyl)butanamido)-4-methylthiophene-3-carboxylate